C1(CCC1)CN[C@H]1CN(CCC1)C=1C=CC(=NC1)C(C(=O)NC1=NC(=CN=C1)N1CCCC1)C 2-(5-((R)-3-((cyclobutylmethyl)amino)piperidin-1-yl)pyridin-2-yl)-N-(6-(pyrrolidin-1-yl)pyrazin-2-yl)propanamide